FC1(C[C@H]2CC[C@@H](C1)N2C2=NC1=CC=C(C=C1C=C2C(=O)NC2=CC(=NC=C2)S(N)(=O)=O)F)F 2-((1R,5S)-3,3-difluoro-8-azabicyclo[3.2.1]oct-8-yl)-6-fluoro-N-(2-sulfamoylpyridin-4-yl)quinoline-3-carboxamide